2,6-dimethyl-3-nitro-pyridine CC1=NC(=CC=C1[N+](=O)[O-])C